ClC=1N=CC=C2C=C(C=NC12)CN1CC(CC1)(O)C ((8-chloro-1,7-naphthyridin-3-yl)methyl)-3-methylpyrrolidin-3-ol